3-methyl-5-(N-(2-(4-(4-methylbenzoyl)piperazin-1-yl)phenyl)-N-phenethylsulfamoyl)-benzofuran-2-carboxylic acid CC1=C(OC2=C1C=C(C=C2)S(N(CCC2=CC=CC=C2)C2=C(C=CC=C2)N2CCN(CC2)C(C2=CC=C(C=C2)C)=O)(=O)=O)C(=O)O